F\C(\C(=O)O)=C/OC1=CC2=C(N(CC3(C4CCC(C3)C4)N(S2(=O)=O)C)C2=CC=CC=C2)C=C1SC (Z)-2-fluoro-3-((2-methyl-7-(methylthio)-1,1-dioxido-5-phenyl-4,5-dihydro-2H-spiro[benzo[f][1,2,5]thiadiazepine-3,2'-bicyclo[2.2.1]heptan]-8-yl)oxy)acrylic acid